CC1(C=C(CCC1)C(C)OC(COC(CC)=O)(C)C)C.[F-].C(CCC)[N+]1=C(C=CC=C1)CCCC 1,2-Dibutylpyridinium fluorid 2-[1-(3,3-dimethyl-1-cyclohexen-1-yl)ethoxy]-2-methylpropyl-propanoate